C(=O)O.N[C@@H]1CC(N(C1)C1=NC(=CC(=C1)C=1C=C(C=CC1C)NC(=O)N1C[C@@H](CC1)CC(F)(F)F)N1CCOCC1)=O (S)-N-(3-(2-((R)-4-amino-2-oxopyrrolidin-1-yl)-6-morpholinylpyridin-4-yl)-4-methylphenyl)-3-(2,2,2-trifluoroethyl)pyrrolidine-1-carboxamide formate salt